2-ethyl-2-hydroxyethyl stearate C(CCCCCCCCCCCCCCCCC)(=O)OCC(O)CC